(1s,4s)-4-(5-chloro-4-((5-chloro-4-(((1s,4S)-4-hydroxy-4-methylcyclohexyl)oxy)pyrimidin-2-yl)amino)-1H-pyrazol-1-yl)-1-(methylimino)hexahydro-1λ6-thiopyran 1-oxide ClC1=C(C=NN1C1CCS(CC1)(=NC)=O)NC1=NC=C(C(=N1)OC1CCC(CC1)(C)O)Cl